ethyl (2,3-difluorophenyl) sulfide FC1=C(C=CC=C1F)SCC